COC1=C(C=C2C3=C1C4=CC=CC=C4C=C3N(C2=O)OC)O The molecule is an organic heterotetracyclic compound that is dibenzo[cd,f]indol-4(5H)-one carrying two methoxy substituents at positions 1 and 5 as well as a hydroxy substituent at position 2. It has a role as a plant metabolite, an antioxidant and an anti-inflammatory agent. It is an organic heterotetracyclic compound, an aromatic ether, a gamma-lactam, a phenol and an alkaloid.